(S)-4-(4,4,5,5-tetramethyl-[1,3,2]Dioxaborolan-2-yl)-indan-1-ol CC1(OB(OC1(C)C)C1=C2CC[C@@H](C2=CC=C1)O)C